ClC=1C(=CC(=NC1)N[C@H](CO)C1CC1)N1C(C2=C(C=C1)NN=C2)=O (S)-5-(5-chloro-2-((1-cyclopropyl-2-hydroxyethyl)amino)pyridin-4-yl)-1,5-dihydro-4H-pyrazolo[4,3-c]pyridin-4-one